N-(benzofuran-5-yl)-6-(2-fluoro-4-(piperazin-1-ylmethyl)phenyl)quinolin-4-amine O1C=CC2=C1C=CC(=C2)NC2=CC=NC1=CC=C(C=C21)C2=C(C=C(C=C2)CN2CCNCC2)F